2-([2,2'-bipyrimidin]-4-yl)-3-(2,3-dihydrobenzo[b][1,4]dioxin-6-yl)-5,6-dimethoxyisoindolin-1-one N1=C(N=C(C=C1)N1C(C2=CC(=C(C=C2C1C1=CC2=C(OCCO2)C=C1)OC)OC)=O)C1=NC=CC=N1